O=C1N(C=CC(N1)=O)C1=CC=C(OCC(=O)OC(C)(C)C)C=C1 tert-butyl 2-(4-(2,4-dioxo-3,4-dihydropyrimidin-1(2H)-yl)phenoxy)acetate